10-chloro-11-(2,4-difluorophenyl)-3,4-dihydro-2H,6H-[1,4]thiazepino[2,3,4-ij]quinazolin-6-one ClC=1C=C2C=NC(N3C2=C(C1C1=C(C=C(C=C1)F)F)SCCC3)=O